5'-chloro-2'-[(4-methyl-1,4-diazepan-1-yl)methyl]-7',8'-dihydro-6'H-spiro[cyclohexane-1,9'-furo[2,3-f]quinazoline]-7'-one ClC=1C=C2C(=C3C4(NC(NC13)=O)CCCCC4)OC(=C2)CN2CCN(CCC2)C